O1COC2=C1C=CC(=C2)NC2=NC=C(C(=N2)NC2CCC2)C(F)(F)F N2-(benzo[d][1,3]dioxol-5-yl)-N4-cyclobutyl-5-(trifluoromethyl)pyrimidine-2,4-diamine